2-((R)-8-fluoro-2-methyl-6-((2-(trimethylsilyl)ethoxy)methyl)-2,3-dihydropyrrolo[3',2':5,6]pyrido[2,3-b][1,4]oxazin-1(6H)-yl)benzoic acid FC1=CN(C=2C1=CC1=C(OC[C@H](N1C1=C(C(=O)O)C=CC=C1)C)N2)COCC[Si](C)(C)C